(S)-N-(5-(3,4-difluorophenoxy)-2-methoxyphenyl)-1-methyl-5-oxopyrrolidine-2-carboxamide FC=1C=C(OC=2C=CC(=C(C2)NC(=O)[C@H]2N(C(CC2)=O)C)OC)C=CC1F